CN1[C@H](CNCC1)C(=O)OC methyl (R)-1-methylpiperazine-2-carboxylate